ClC=1C=C(C=CC1Cl)C=1SC=C(N1)NC(CCCNC(COCCNC(OC(C)(C)C)=O)=O)=O tert-butyl (2-(2-((4-((2-(3,4-dichlorophenyl)thiazol-4-yl)amino)-4-oxobutyl)amino)-2-oxoethoxy)ethyl)carbamate